5-fluoro-2-iodobenzoic acid FC=1C=CC(=C(C(=O)O)C1)I